(1s,2S)-3-amino-2-fluoro-1-(4-fluorophenyl)-2-methylpropan-1-ol hydrochloride Cl.NC[C@]([C@@H](O)C1=CC=C(C=C1)F)(C)F